2-[[6-[[(2R)-2-amino-2-phenyl-ethyl]amino]-1-methyl-pyrazolo[3,4-d]pyrimidin-4-yl]amino]-2-methyl-propan-1-ol N[C@@H](CNC1=NC(=C2C(=N1)N(N=C2)C)NC(CO)(C)C)C2=CC=CC=C2